(1S)-1-[4-[7,7-difluoro-2-[(2S)-2-methylazetidin-1-yl]-5,6-dihydrocyclopenta[d]pyrimidin-4-yl]phenyl]-2,2-difluoro-ethanamine FC1(CCC2=C1N=C(N=C2C2=CC=C(C=C2)[C@@H](C(F)F)N)N2[C@H](CC2)C)F